tert-butyl (4R)-4-(difluoromethoxymethyl)-2,2-dimethyl-oxazolidine-3-carboxylate FC(OC[C@@H]1N(C(OC1)(C)C)C(=O)OC(C)(C)C)F